(3R,5S)-tert-Butyl 3-amino-5-fluoropiperidine-1-carboxylate N[C@H]1CN(C[C@H](C1)F)C(=O)OC(C)(C)C